8-((2s,5r)-4-((5-cyclopropylisoxazol-3-yl)(4-fluorophenyl)methyl)-2,5-dimethylpiperazin-1-yl)-5-methyl-6-oxo-5,6-dihydro-1,5-naphthyridine-2-carbonitrile C1(CC1)C1=CC(=NO1)C(N1C[C@@H](N(C[C@H]1C)C1=CC(N(C=2C=CC(=NC12)C#N)C)=O)C)C1=CC=C(C=C1)F